ClC1=C(N=NC(=C1)Cl)C(=O)N(C)OC 4,6-Dichloro-N-methoxy-N-methylpyridazine-3-carboxamide